3-Bromo-phenylalanine BrC=1C=C(C[C@H](N)C(=O)O)C=CC1